trans-N4-[3-(difluoromethoxy)-1-[(4-methoxyphenyl)methyl]pyrazolo[3,4-b]pyridin-5-yl]cyclohexane-1,4-diamine FC(OC1=NN(C2=NC=C(C=C21)N[C@@H]2CC[C@H](CC2)N)CC2=CC=C(C=C2)OC)F